C(C1=CC=CC=C1)N1N=CC(=C1)C=1C(=CC(N(C1)C)=O)N1C[C@@H](CC1)C(=O)NC (R)-1-(5-(1-benzyl-1H-pyrazol-4-yl)-1-methyl-2-oxo-1,2-dihydropyridin-4-yl)-N-methylpyrrolidine-3-carboxamide